N-(5-chloro-6-(5-fluoropyrimidin-4-yl)pyridin-3-yl)-8-(1-(difluoromethyl)-1H-pyrazol-4-yl)-2-fluoro-8-methyl-7,8-dihydro-6H-cyclopenta[e]pyrazolo[1,5-a]pyrimidine-6-carboxamide ClC=1C=C(C=NC1C1=NC=NC=C1F)NC(=O)C1CC(C2=C1C=NC=1N2N=C(C1)F)(C)C=1C=NN(C1)C(F)F